C(#N)C12CC(C1)(C2)C(=O)NC=2C=C(C(=NC2)C=2N=NN(C2NC(O[C@H](C)C=2C(=NC=C(C2)F)F)=O)C)F (R)-1-(2,5-difluoropyridin-3-yl)ethyl (4-(5-(3-cyanobicyclo[1.1.1]pentane-1-carboxamido)-3-fluoropyridin-2-yl)-1-methyl-1H-1,2,3-triazol-5-yl)carbamate